2-(4-aminopiperidin-1-yl)-5-bromo-4-(4-cyano-3-fluorophenyl)pyridine-3-formonitrile NC1CCN(CC1)C1=NC=C(C(=C1C#N)C1=CC(=C(C=C1)C#N)F)Br